C(C1=CC=CC=C1)OC1=C(C(=O)Cl)C=CC(=C1)Cl 2-(benzyloxy)-4-chlorobenzoyl chloride